C1(=CC=CC=C1)C=1C=CC(=NC1)NC=1C=C(C(=O)OC)C=CN1 methyl 2-((5-phenylpyridin-2-yl)amino)isonicotinate